NC=1C(=C(C=C2C=C(N=CC12)NC(=O)[C@H]1[C@@H]([C@H]1C)C=1C=NN(C1)CC(F)F)C=1C=NC=CC1C)F (1R,2R,3R)-N-(8-amino-7-fluoro-6-(4-methylpyridin-3-yl)isoquinolin-3-yl)-2-(1-(2,2-difluoroethyl)-1H-pyrazol-4-yl)-3-methylcyclopropane-1-carboxamide